CC=1N=C2N(C(C1CCC(=O)NC1=CC=C(C(=O)OCC)C=C1)=O)NC=N2 ethyl 4-[3-(5-methyl-7-oxo-1H-[1,2,4]triazolo[1,5-a]pyrimidin-6-yl)propanoylamino]benzoate